C12CN(CC(N1)C2)CC2=CC=C(CC1=CC(=NC(N1)(C=CC(=O)OCCC[Si](OC)(OC)OC)N)NCCCC)C=C2 6-(4-((3,6-diazabicyclo[3.1.1]heptan-3-yl)methyl)benzyl)-2-amino-4-(butylamino)pyrimidineacryloxypropyl-trimethoxysilane